N1N=NC(=C1)CNC(=O)[C@H]1N2C3=C(C=CC=C3C1)CC[C@@H](C2=O)NC([C@H](CC2=CC=C(C=C2)O)NC(C)=O)=O (2S,5S)-5-[(S)-2-Acetylamino-3-(4-hydroxy-phenyl)-propionylamino]-4-oxo-1,2,4,5,6,7-hexahydro-azepino[3,2,1-hi]indole-2-carboxylic acid (1H-[1,2,3]triazol-4-ylmethyl)-amide